CN(C1CC2=C(OC3=C2C=C(C=C3)NC(C=C)=O)CC1)C N-{N,N-dimethyl-1,2,3,4-tetrahydro-2-aminodibenzo-fur-8-yl}acrylamide